(2-methyl-5-(4-methyl-8-((tetrahydro-2H-pyran-4-yl)oxy)quinazolin-6-yl)pyridin-3-yl)-2,4-difluorobenzenesulfonamide CC1=NC=C(C=C1C=1C(=C(C=CC1F)S(=O)(=O)N)F)C=1C=C2C(=NC=NC2=C(C1)OC1CCOCC1)C